N-(1-(cyclohexylsulfonyl)piperidin-4-yl)-6-(1H-imidazol-1-yl)-4-methylpicolinamide C1(CCCCC1)S(=O)(=O)N1CCC(CC1)NC(C1=NC(=CC(=C1)C)N1C=NC=C1)=O